ClC1=NC(=CC=C1C(=O)OC(C)(C)C)N1N=C(C=C1)O[C@@H]1[C@@H]2CC[C@H](C1)C2 tert-Butyl 2-chloro-6-[3-[(1R,2S,4S)-norbornan-2-yl]oxypyrazol-1-yl]pyridine-3-carboxylate